ethyl 4,7-dichloro-6-methoxyquinoline-3-carboxylate ClC1=C(C=NC2=CC(=C(C=C12)OC)Cl)C(=O)OCC